3-((2S)-3-(8-(4'-(aminomethyl)biphenyl-2-ylsulfonyl)-1-oxa-8-azaspiro[4.5]decan-3-ylamino)-2-hydroxypropoxy)-N-methylbenzenesulfonamide NCC1=CC=C(C=C1)C1=C(C=CC=C1)S(=O)(=O)N1CCC2(CC(CO2)NC[C@@H](COC=2C=C(C=CC2)S(=O)(=O)NC)O)CC1